4-cyano-N-[2-(4,4-dimethylcyclohexen-1-yl)-4-[1,5,6,7-tetramethyl-8-oxabicyclo[3.2.1]octa-2,6-dien-3-yl]phenyl]-1-(2-trimethylsilylethoxymethyl)imidazole-2-carboxamide C(#N)C=1N=C(N(C1)COCC[Si](C)(C)C)C(=O)NC1=C(C=C(C=C1)C1=CC2(C(=C(C(C1)(O2)C)C)C)C)C2=CCC(CC2)(C)C